(S)-N-(3-(4-(3-aminoprop-1-yn-1-yl)-1H-pyrrol-3-yl)prop-2-yn-1-yl)-2-(4-(4-chlorophenyl)-2,3,9-trimethyl-6H-thieno[3,2-f][1,2,4]triazolo[4,3-a][1,4]diazepin-6-yl)acetamide NCC#CC=1C(=CNC1)C#CCNC(C[C@H]1C=2N(C3=C(C(=N1)C1=CC=C(C=C1)Cl)C(=C(S3)C)C)C(=NN2)C)=O